Methyl 4-(2-(tert-butoxycarbonyl)hydrazineyl)-5-fluoropyrimidine-2-carboxylate C(C)(C)(C)OC(=O)NNC1=NC(=NC=C1F)C(=O)OC